OC1=C(C2=C(OCCO2)C=C1)N1CC(NCC1)C 6-Hydroxy-5-(3-methylpiperazin-1-yl)-2,3-dihydro-1,4-benzodioxine